C(C)(C)(C)OC(C1=C(N=C(C=C1)Cl)CCCCCO)=O 6-chloro-2-(5-hydroxypentyl)nicotinic acid tert-butyl ester